CN(C1=C2CCN(C2=CC(=C1)C#N)S(=O)(=O)C1=C2C(=CNC(C2=CC=C1)=O)C)C 4-(dimethylamino)-1-((4-methyl-1-oxo-1,2-dihydroisoquinolin-5-yl)sulfonyl)indoline-6-carbonitrile